Cobalt-vanadium-cerium [Ce].[V].[Co]